3-(difluoromethyl)-3-methyl-4-oxopyrrolidine-1-carboxylic acid tert-butyl ester C(C)(C)(C)OC(=O)N1CC(C(C1)=O)(C)C(F)F